methyl (3S)-3-(3-chloro-5-(trifluoromethyl)phenyl)-3-(2-(4-((5-hydroxy-1,4,5,6-tetrahydropyrimidin-2-yl)amino)-1H-indazole-6-carboxamido)acetamido)propanoate trifluoroacetate FC(C(=O)O)(F)F.ClC=1C=C(C=C(C1)C(F)(F)F)[C@H](CC(=O)OC)NC(CNC(=O)C1=CC(=C2C=NNC2=C1)NC=1NCC(CN1)O)=O